3-(benzofuran-2-carbonyl)-4-hydroxy-2H-chromene O1C(=CC2=C1C=CC=C2)C(=O)C=2COC1=CC=CC=C1C2O